P(O)(O)O.C(C)(C)(C)C=1C=CC(=NC1)C1=NC=C(C=C1)C(C)(C)C.C(C)(C)(C)C=1C=CC(=NC1)C1=NC=C(C=C1)C(C)(C)C.C(C)(C)(C)C=1C=CC(=NC1)C1=NC=C(C=C1)C(C)(C)C tris(5,5'-di-tert-butyl-2,2'-bipyridine) phosphite